4'-[(3-oxo-1,3-dihydro-2-benzofuran-1,1-diyl)bis(toluene-2,5-diyloxy)]dibenzene-1,2-dicarboxylic acid O=C1OC(C2=C1C=CC=C2)(C2=C(C)C=C(C=C2)OC2=C(C(=CC=C2)C(=O)O)C(=O)O)C2=C(C)C=C(C=C2)OC2=C(C(=CC=C2)C(=O)O)C(=O)O